FC1=C(C=CC(=C1F)F)C=1C(=C2N(N1)CCC2)C=2C=CC=1N(C2)C=CN1 6-(2-(2,3,4-Trifluorophenyl)-5,6-dihydro-4H-pyrrolo[1,2-b]pyrazol-3-yl)imidazo[1,2-a]pyridine